FC(OC1=C(C=C(C=C1)SC(C)C)C1=NN(C=C1NC(=O)C=1C=NN2C1N=CC=C2)CC(=O)N2CCC(CC2)N2CCN(CC2)CC(=O)N2CCOCC2)F N-[3-[2-(difluoromethoxy)-5-isopropylsulfanyl-phenyl]-1-[2-[4-[4-(2-morpholino-2-oxo-ethyl)piperazin-1-yl]-1-piperidyl]-2-oxo-ethyl]pyrazol-4-yl]pyrazolo[1,5-a]pyrimidine-3-carboxamide